C(CC)(=O)OC1=C(C(=O)O)C=CC(=N1)C 2-propionyloxy-6-methylnicotinic acid